1-(imidazo[1,2-a]pyridin-5-yl)-4-(methylamino)-7-(trifluoromethyl)-quinazolin-2(1H)-one N=1C=CN2C1C=CC=C2N2C(N=C(C1=CC=C(C=C21)C(F)(F)F)NC)=O